6-bromo-5-fluoro-2-(piperidin-4-yl)-1H-indole BrC1=C(C=C2C=C(NC2=C1)C1CCNCC1)F